C(C)(C)(C)OC(=O)N1[C@H](C[C@H](CC1)OC1=NC(=NC=C1)CO)C(F)(F)F (2R,4S)-4-((2-(hydroxymethyl)pyrimidin-4-yl)oxy)-2-(trifluoromethyl)piperidine-1-carboxylic acid tert-butyl ester